N-(5-(cyclopropylethynyl)-2-methylphenyl)-N-(1-((5,5-dimethyl-1,3-dioxan-2-yl)methyl)-1H-1,2,3-triazol-4-yl)acetamide C1(CC1)C#CC=1C=CC(=C(C1)N(C(C)=O)C=1N=NN(C1)CC1OCC(CO1)(C)C)C